NC=1C=NC(=NC1)C(C(=O)OCC)(C(=O)OCC)C1=CC=CC=C1 Diethyl 2-(5-aminopyrimidin-2-yl)-2-phenylmalonate